(R)-3-ethynyl-13-(3-fluoro-4-((4-methylpyrimidin-2-yl)oxy)phenyl)-7-methyl-6,7-dihydropyrido[3,4-f]pyrimido[5',4':4,5]pyrrolo[1,2-d][1,4]oxazepin-12-amine C(#C)C1=CC2=C(C=3N([C@@H](CO2)C)C2=C(C3C3=CC(=C(C=C3)OC3=NC=CC(=N3)C)F)C(=NC=N2)N)C=N1